N1=NC=C(C=C1)C(=O)OC Methyl Pyridazine-4-carboxylate